ethyl (S)-3-(benzyl((R)-1-phenylethyl)amino)-3-(3',4'-dimethylbiphenyl-3-yl)propanoate C(C1=CC=CC=C1)N([C@@H](CC(=O)OCC)C=1C=C(C=CC1)C1=CC(=C(C=C1)C)C)[C@H](C)C1=CC=CC=C1